2-methyl-5,7-dihydrothieno[3,4-D]pyrimidine CC=1N=CC2=C(N1)CSC2